C(CCC\C=C/C\C=C/C\C=C/C\C=C/CCCCC)OC(CO)CO 2-{[(5Z,8Z,11Z,14Z)-eicosa-5,8,11,14-tetraen-1-yl]oxy}propane-1,3-diol